The molecule is a member of the class of phenylethanolamines that is phenylethanolamine in which the the phenyl group is substituted at the para- position by a methoxy group, while the am no group is substituted by a 4-(p-nitrophenyl)butan-2-yl group. A beta-adrenergic agonist that has been used illegally in China as an animal feed additive to as a growth promotion to enhance the the lean meat-to-fat ratio for livestock. It has a role as a beta-adrenergic agonist and an animal growth promotant. It is a member of phenylethanolamines, a C-nitro compound, a secondary amino compound, a secondary alcohol and an aromatic ether. CC(CCC1=CC=C(C=C1)[N+](=O)[O-])NCC(C2=CC=C(C=C2)OC)O